6-bromo-[1,2,4]triazolo[1,5-a]pyridine-2-amine BrC=1C=CC=2N(C1)N=C(N2)N